C(C1=CC=CC=C1)OC1=CC(=CC(=C1)C)C 4-(benzyloxy)-2,6-dimethylbenzene